O1C2=C(OC[C@H]1C=1NC(C(N1)([2H])[2H])([2H])[2H])C=C(C=C2)[2H] (R)-2-(2,3-dihydrobenzo[b][1,4]dioxin-2-yl-6-d)-4,5-dihydro-1H-imidazole-4,4,5,5-d4